3-chloro-5-((2,4-dichlorophenylimino)methyl)phenol ClC=1C=C(C=C(C1)C=NC1=C(C=C(C=C1)Cl)Cl)O